4-(2'-(4,5-Dimethyl-1H-imidazol-2-yl)-3,4'-bipyridin-5-yl)morpholin CC=1N=C(NC1C)C1=NC=CC(=C1)C=1C=NC=C(C1)N1CCOCC1